NC1CN(CCC1)CC1=C(C=C(C=C1)NS(=O)(=O)CC)C1=CN(C(C=C1OC)=O)C N-(4-((3-aminopiperidin-1-yl)methyl)-3-(4-methoxy-1-methyl-6-oxo-1,6-dihydropyridin-3-yl)phenyl)ethanesulfonamide